N3,N3-Dimethyl-N5-(3,4,5-trimethoxybenzyl)pyrazolo[1,5-a]pyrimidine-3,5-diamine CN(C=1C=NN2C1N=C(C=C2)NCC2=CC(=C(C(=C2)OC)OC)OC)C